7-bromo-2-(4-methoxybenzyl)-2-azabicyclo[2.2.1]Heptan-3,6-dione BrC1C2N(C(C1CC2=O)=O)CC2=CC=C(C=C2)OC